3-thiophenecarbaldehyde S1C=C(C=C1)C=O